3,5-di-tert-butyl-4-hydroxybenzylphosphonic acid dioctadecyl ester C(CCCCCCCCCCCCCCCCC)OP(OCCCCCCCCCCCCCCCCCC)(=O)CC1=CC(=C(C(=C1)C(C)(C)C)O)C(C)(C)C